N-((1r,4r)-4-(3-chloro-4-cyanophenoxy)cyclohexyl)-6-(3-((2-(2,6-dioxopiperidin-3-yl)-1,3-dioxoisoindolin-5-yl)methyl)-3,6-diazabicyclo[3.1.1]heptan-6-yl)pyridazine-3-carboxamide ClC=1C=C(OC2CCC(CC2)NC(=O)C=2N=NC(=CC2)N2C3CN(CC2C3)CC=3C=C2C(N(C(C2=CC3)=O)C3C(NC(CC3)=O)=O)=O)C=CC1C#N